tert-butyl (2S,4S)-4-azido-2-cyanopyrrolidine-1-carboxylate N(=[N+]=[N-])[C@H]1C[C@H](N(C1)C(=O)OC(C)(C)C)C#N